O(C(=O)CCCCCCCCC)CCCCCC.[Na] sodium hexyl caprate